C(CCCCCCCCCCCCC)(=O)O.C(CCCCCCCCCCCCC)(=O)O.OC[C@H](O)[C@@H](O)[C@H](O)[C@H](O)CO sorbitol dimyristate